Ethyl (S)-3-((tert-butoxycarbonyl)amino)-3-(4'-fluoro-2'-(hex-5-en-1-yl)-5,6'-dimethyl-[1,1'-biphenyl]-3-yl)propanoate C(C)(C)(C)OC(=O)N[C@@H](CC(=O)OCC)C=1C=C(C=C(C1)C)C1=C(C=C(C=C1C)F)CCCCC=C